FC(C(=O)[O-])(C(C(C(C(C(C(F)(F)F)(F)F)(F)F)(F)F)(F)F)(F)F)F.[K+] potassium perfluorooctanoate salt